FC(C=1C=C(C=CC1)NC(=O)C1=CSC=2CN(CCC21)C(=O)OC(C)(C)C)(F)F tert-butyl 3-((3-(trifluoromethyl)phenyl)carbamoyl)-4,7-dihydrothieno[2,3-c]pyridine-6(5H)-carboxylate